NC1=C(C=NN1C1=CC(=CC=C1)Cl)C(=O)N1C[C@@]2(CCC1)C1=C(NC(O2)=O)C=CC(=C1F)Cl (R)-1'-(5-Amino-1-(3-chlorophenyl)-1H-pyrazole-4-carbonyl)-6-chloro-5-fluorospiro[benzo[d][1,3]oxazine-4,3'-piperidin]-2(1H)-one